N-[5-(3,4-difluorophenyl)-2-methyl-[1,2,4]triazolo[1,5-c]pyrimidin-7-yl]cyclopropanecarboxamide FC=1C=C(C=CC1F)C1=NC(=CC=2N1N=C(N2)C)NC(=O)C2CC2